copper (3,5-bis(methoxycarbonyl) phenyl) phosphonate P(OC1=CC(=CC(=C1)C(=O)OC)C(=O)OC)([O-])=O.[Cu+2].COC(=O)C=1C=C(C=C(C1)C(=O)OC)OP([O-])=O